CC1(C(C2CCCC12)C(=O)OCC1=CC=CC=C1)C(=O)[O-] 1-cis-6-benzyl 7-methyl-bicyclo[3.2.0]heptane-6,7-dicarboxylate